C[C@@H]1N2N=CC(C3=NN(C=4C=CC(O[C@@H](COCCOC1)C)=CC34)C3OCCCC3)=C2 (6S,13R)-6,13-dimethyl-19-(oxan-2-yl)-8,11,14-trioxa-4,5,19,20-tetraazatetracyclo[13.5.2.12,5.018,21]tricosa-1(20),2(23),3,15(22),16,18(21)-hexaene